BrC1=C(C=C(C=C1)N1CCNCC1)C1CN(CCN1)C1=NC(=NC(=C1)C(C)C)N 4-(3-(2-bromo-5-(piperazin-1-yl)phenyl)piperazin-1-yl)-6-isopropylpyrimidin-2-amine